NC1=C(C=C(C=N1)C(=O)OCC)NC[C@H]1OCC1 ethyl 6-amino-5-{[(2S)-oxetan-2-ylmethyl]amino}pyridine-3-carboxylate